BrC1=CC=C2C(=C1)NC([C@@]21CN([C@@H](C1)C(=O)N)C([C@@H](NC)CC(C)C)=O)=O (3R,5'S)-6-bromo-1'-(methyl-L-leucyl)-2-oxospiro[indoline-3,3'-pyrrolidine]-5'-Formamide